(2,5-diazabicyclo[2.2.1]heptan-2-yl)(4-decylphenyl)methanone hydrochloride Cl.C12N(CC(NC1)C2)C(=O)C2=CC=C(C=C2)CCCCCCCCCC